((2-(((S)-1-((S)-2-((4-benzylthiazol-2-yl)carbamoyl)pyrrolidin-1-yl)-3,3-dimethyl-1-oxobutan-2-yl)carbamoyl)benzo[b]thiophen-5-yl)difluoromethyl)phosphonic acid C(C1=CC=CC=C1)C=1N=C(SC1)NC(=O)[C@H]1N(CCC1)C([C@H](C(C)(C)C)NC(=O)C1=CC2=C(S1)C=CC(=C2)C(F)(F)P(O)(O)=O)=O